3-(4-(5-chloro-1-(1-methyl-1H-pyrazol-4-yl)-1H-indazol-6-yl)-3-methylpiperidin-1-yl)oxetane-3-carbonitrile ClC=1C=C2C=NN(C2=CC1C1C(CN(CC1)C1(COC1)C#N)C)C=1C=NN(C1)C